[C@@H]1(OCCC2=CC=CC=C12)[C@H]1NCC(C1)(C)C (S)-2-((S)-isochroman-1-yl)-4,4-dimethylpyrrolidine